5-bromo-2-((4-(2-(4-chloro-2-fluorophenyl)-2-methylbenzo[d][1,3]dioxol-4-yl)piperidin-1-yl)methyl)-3-(cyclopentyloxy)pyridine BrC=1C=C(C(=NC1)CN1CCC(CC1)C1=CC=CC=2OC(OC21)(C)C2=C(C=C(C=C2)Cl)F)OC2CCCC2